(2-amino-3-bromophenyl)methanol NC1=C(C=CC=C1Br)CO